IC=1C=CC=2N(C1)C=C(N2)C2=CC=CC=C2 6-iodo-2-phenylimidazo[1,2-a]pyridine